1-(2-(5-bromothien-3-yl)ethyl)urea BrC1=CC(=CS1)CCNC(=O)N